tert-butyl (S)-2-(2-(methylamino)ethyl)pyrrolidine-1-carboxylate CNCC[C@H]1N(CCC1)C(=O)OC(C)(C)C